4-[(4Z)-4-[[5-(4,5-dimethyl-2-nitrophenyl)furan-2-yl]methylidene]-3-methyl-5-oxopyrazol-1-yl]benzoic acid CC1=CC(=C(C=C1C)C1=CC=C(O1)\C=C/1\C(=NN(C1=O)C1=CC=C(C(=O)O)C=C1)C)[N+](=O)[O-]